FC1(C(N(CC1)C)CC(=O)NC(C)(C)C1=NC=CC2=CC=CC=C12)F 2-(3,3-difluoro-1-methylpyrrolidin-2-yl)-N-(2-(isoquinolin-1-yl)propan-2-yl)acetamide